ClC=1C=C(OC2CCC(CC2)NC(=O)C2=CC=C(C=C2)N2CCC(CC2)C(=O)OCC)C=CC1C#N ethyl 1-[4-[[4-(3-chloro-4-cyano-phenoxy)cyclohexyl]carbamoyl]phenyl]piperidine-4-carboxylate